C1(CCCC1)OC1=CC2=C(N=C(N=C2N[C@H](C)C2=CC(=CC(=C2)C(F)(F)F)[N+](=O)[O-])C)N=C1N1CCCC1 (R)-6-(cyclopentyloxy)-2-methyl-N-(1-(3-nitro-5-(trifluoromethyl)phenyl)ethyl)-7-(pyrrolidin-1-yl)pyrido[2,3-d]pyrimidin-4-amine